C(#N)C1=CC=C(C=C1)C=C1N=C(OC1=O)C=CC1=CC=C(C=C1)C#N (4-cyanophenylmethylene)-2-(4-cyanophenylvinyl)oxazol-5(4H)-one